C(C1=CC=CC=C1)OCCOCC1=CC=CC=C1 Ethylene glycol dibenzyl ether